butoxyhexyl benzoate ethyl-5-acetyl-2-ethoxybenzoate C(C)OC(C1=C(C=CC(=C1)C(C)=O)OCC)=O.C(C1=CC=CC=C1)(=O)OCCCCCCOCCCC